2,2-difluoro-6,7-dihydro-2H,5H-indeno[5,6-d][1,3]dioxol-5-one FC1(OC2=C(O1)C=C1CCC(C1=C2)=O)F